CN(C(=O)C1(CCC1)CNC(=O)C1=CC2=C(S1)CCCCCC2)C N-[[1-(dimethylaminocarbonyl)cyclobutyl]methyl]-4,5,6,7,8,9-hexahydrocycloocta[b]thiophene-2-carboxamide